1,3,3,5,5-pentamethyl-cyclohexan-1-amine CC1(CC(CC(C1)(C)C)(C)C)N